C(C1=CC(O)=C(O)C(O)=C1)(=S)[O-].[Ag+] Silver Thiogallate